C(C)(C)(C)OC(=O)N1CC=2N=C3N(C=CC(=C3)Cl)C2C1 6-chloro-1,3-dihydro-2H-pyrrolo[3',4':4,5]imidazo[1,2-a]pyridine-2-carboxylic acid tert-butyl ester